ClC=1C=C(C=NC1C1=NC=CC=N1)NC(=O)[C@H]1C[C@@](C2=C1C=NC=1N2N=C(C1)F)(C)C1=NN(C=C1)C(F)F (6S,8R)-N-(5-chloro-6-(pyrimidin-2-yl)pyridin-3-yl)-8-(1-(difluoromethyl)-1H-pyrazol-3-yl)-2-fluoro-8-methyl-7,8-dihydro-6H-cyclopenta[e]pyrazolo[1,5-a]pyrimidine-6-carboxamide